NN1CCC(CC1)N1C2=NC(=NC=C2N(C1=O)C)Cl 9-(1-aminopiperidin-4-yl)-2-chloro-7-methyl-7,9-dihydro-8H-purin-8-one